CC1=CC(=NN1)C1=NC=2C=C(N=C(C2C=C1)N)N (5-methyl-1H-pyrazol-3-yl)-1,6-naphthyridine-5,7-diamine